FC(OC=1C=C(CN2C(C3=CC=C(C=C3C=N2)SC2=NN(C=C2)C)=O)C=CC1)F 2-(3-(difluoromethoxy)benzyl)-6-((1-methyl-1H-pyrazol-3-yl)thio)phthalazin-1(2H)-one